C1(CC1)S(=O)(=O)N1CC(CCC1)C(=O)N1CCN(CC1)C1=CC=NC2=CC(=CC=C12)F (1-(cyclopropylsulfonyl)piperidin-3-yl)(4-(7-fluoroquinolin-4-yl)piperazin-1-yl)methanone